C(C)N(C(CC)N)CC N,N-diethylpropanediamine